Methanesulfonic acid (3aR,5s,6aS)-5',5'-dimethylhexahydro-1H-spiro[pentalene-2,2'-[1,3]dioxane]-5-yl ester CC1(COC2(OC1)C[C@@H]1CC(C[C@@H]1C2)OS(=O)(=O)C)C